7,7-dimethylbicyclo[2.2.1]heptan-2-one CC1(C2C(CC1CC2)=O)C